(S)-2-((((9H-fluoren-9-yl)methoxy)carbonyl)amino)-3-(5-chloro-2-phenoxyphenyl)propanoic acid C1=CC=CC=2C3=CC=CC=C3C(C12)COC(=O)N[C@H](C(=O)O)CC1=C(C=CC(=C1)Cl)OC1=CC=CC=C1